C(C)(C)(C)N1C=C(C=2C1=NC(=CC2)C(=O)N2CC(C(CC2)NC2=NC(=C(C(=O)O)C(=C2)C)C)C)C2=CC(=C(C=C2)Cl)F 6-((1-(1-(tert-butyl)-3-(4-chloro-3-fluorophenyl)-1H-pyrrolo[2,3-b]pyridine-6-carbonyl)-3-methylpiperidin-4-yl)amino)-2,4-dimethylnicotinic acid